BrC=1C=C(C=C(C1)F)[C@@H](CO)N1C(C=C(C=C1)C=1C=C2C(=NNC2=CC1)C1=CC(=NC=C1)C)=O (S)-1-(1-(3-bromo-5-fluorophenyl)-2-hydroxyethyl)-4-(3-(2-methylpyridin-4-yl)-1H-indazol-5-yl)pyridin-2(1H)-one